2-(2-iodophenyl)pyridine IC1=C(C=CC=C1)C1=NC=CC=C1